8-((2S,4S,5R)-5-ethyl-4-((5-isopropoxypyridin-2-yl)oxy)-2-methylpiperidin-1-yl)-5-methyl-6-oxo-5,6-dihydro-1,5-naphthyridine-2-carbonitrile C(C)[C@H]1[C@H](C[C@@H](N(C1)C1=CC(N(C=2C=CC(=NC12)C#N)C)=O)C)OC1=NC=C(C=C1)OC(C)C